ClC1=CC=C(C(=N1)C(=O)OC)N[C@H](C)C1=C2N=C(C(=NC2=CC(=C1)C)C#N)N1CC2(CCC2O)CCC1 methyl 6-chloro-3-(((1R)-1-(2-cyano-3-(1-hydroxy-6-azaspiro[3.5]nonan-6-yl)-7-methylquinoxalin-5-yl)ethyl)amino)picolinate